[Cl-].[Cl-].C[Si](=[Zr+2](C1C(=CC2=C(C=CC=C12)C1=CC=CC=C1)C)C1C(=CC2=C(C=CC=C12)C1=CC=CC=C1)C)C Dimethylsilanediylbis(2-methyl-4-phenyl-indenyl)zirconium dichloride